CC=1C=C(C=NNC=2C3=C(N=C(N2)N2CCOCC2)N(CC3)C=3C=NC=CC3)C=CC1 4-(2-(3-methylbenzylidene)hydrazineyl-7-(pyridin-3-yl)-6,7-dihydro-5H-pyrrolo[2,3-d]pyrimidin-2-yl)morpholine